C(CCN)C[C@@H](CC(=O)O)N The molecule is a diamino acid that is heptanoic acid substituted by amino groups at positions 3 and 7 respectively (the 3S stereoisomer). It is a beta-amino acid and a diamino acid. It derives from a heptanoic acid.